C(C=C)(=O)N1[C@H](CN(CC1)C=1C2=C(N=C(N1)OC[C@H]1N(CCC1)C)C(=CN2)CC2=C1C=NNC1=CC=C2C(F)(F)F)CC#N 2-((S)-1-propenoyl-4-(2-(((S)-1-methylpyrrolidin-2-yl)methoxy)-7-((5-(trifluoromethyl)-1H-indazol-4-yl)methyl)-5H-pyrrolo[3,2-d]pyrimidin-4-yl)piperazin-2-yl)acetonitrile